methoxypropionic anhydride COC(C(=O)OC(C(C)OC)=O)C